7-(4-Chlorophenyl)-1-ethyl-1,4-dihydro-2,4-dioxo-N-[(tetrahydro-2-furanyl)methyl]pyrimido[4,5-d]pyrimidine-3(2H)-acetamide ClC1=CC=C(C=C1)C1=NC=C2C(=N1)N(C(N(C2=O)CC(=O)NCC2OCCC2)=O)CC